N-(3-(1-((4-Methyl-4H-1,2,4-triazol-3-yl)thio)ethyl)phenyl)-2,7-naphthyridine-3-carboxamide CN1C(=NN=C1)SC(C)C=1C=C(C=CC1)NC(=O)C=1N=CC2=CN=CC=C2C1